COC1=CC=C(C=C1)C(OC[C@H](CO)O[C@H](COCCCCCCCCCCCCCCC)N1C(NC(C=C1)=O)=O)(C1=CC=CC=C1)C1=CC=C(C=C1)OC 1-[(1R)-1-{[(2S)-1-[bis(4-methoxyphenyl)(phenyl)methoxy]-3-hydroxypropane-2-yl]oxy}-2-(pentadecyloxy)ethyl]-3H-pyrimidine-2,4-dione